2-[(3α,7α,12α-trihydroxy-24-oxo-5β-cholan-24-yl)amino]ethanesulfinic acid O[C@H]1C[C@H]2C[C@H]([C@H]3[C@@H]4CC[C@H]([C@@H](CCC(=O)NCCS(=O)O)C)[C@]4([C@H](C[C@@H]3[C@]2(CC1)C)O)C)O